(Z)-6-hydroxy-2-(thiazol-4-ylmethylene)benzofuran-3(2H)-one OC1=CC2=C(C(/C(/O2)=C/C=2N=CSC2)=O)C=C1